3,4-Dihydro-1H-[2,6]naphthyridine-2-carboxylic acid 4-benzenesulfonyl-benzylamide C1(=CC=CC=C1)S(=O)(=O)C1=CC=C(CNC(=O)N2CC3=CC=NC=C3CC2)C=C1